(2S)-4-{6-[(tert-butoxy)carbonyl]-5h,6h,7h,8h-pyrido[4,3-d]pyrimidin-2-yl}piperazine-2-carboxylic acid tert-butyl ester C(C)(C)(C)OC(=O)[C@H]1NCCN(C1)C=1N=CC2=C(N1)CCN(C2)C(=O)OC(C)(C)C